3-[[4-amino-8-(trans-4-aminocyclohexoxy)-5,5-dimethyl-6H-benzo[h]quinazolin-7-yl]sulfanyl]propanenitrile NC1=NC=NC=2C3=C(CC(C12)(C)C)C(=C(C=C3)O[C@@H]3CC[C@H](CC3)N)SCCC#N